α-methylbenzylzinc bromide [Br-].CC(C1=CC=CC=C1)[Zn+]